thiopyrano[2,3-b]indole S1C=CC=C2C1=NC1=CC=CC=C21